tert-butyl 4-(1-((5-(5-(difluoromethyl)-1,3,4-oxadiazol-2-yl)pyridin-2-yl)methyl)-1H-1,2,3-triazol-4-yl)piperidin-1-carboxylate FC(C1=NN=C(O1)C=1C=CC(=NC1)CN1N=NC(=C1)C1CCN(CC1)C(=O)OC(C)(C)C)F